FC1=C(CCC2(CN3C(C=4C=CC=CC24)=NC2=C3C=CC=C2)C(=O)[O-])C=CC(=C1)F 5-(2,4-difluorophenethyl)-5,6-dihydrobenzo[4,5]imidazo[2,1-a]isoquinoline-5-carboxylate